OCC1CCC(CC1)C1=NN=C(S1)C=1C(=CC(=NC1)N1C=CC=2C1=NC=C(C2)C#N)NC([2H])([2H])[2H] 1-(5-(5-((1r,4r)-4-(hydroxymethyl)cyclohexyl)-1,3,4-thiadiazol-2-yl)-4-((methyl-d3)amino)pyridin-2-yl)-1H-pyrrolo[2,3-b]pyridine-5-carbonitrile